azathiouracil N1C(=S)NC(=O)N=C1